F[C@H]1[C@@H](CNC1)NC1=NC(=NC2=CC=C(C=C12)C)N1CCS(C2=C(C1)C=CC=C2)=O N-(trans-4-Fluoropyrrolidin-3-yl)-6-methyl-2-(1-oxido-2,3-dihydro-1,4-benzothiazepin-4(5H)-yl)quinazolin-4-amine